C(C=C)[C@H]1N(C(COC1)=O)C1=C(C=C(C(=N1)C(=O)O)NC(=O)OC(C)(C)C)C(F)(F)F 6-[(3R)-3-Allyl-5-oxo-morpholin-4-yl]-3-(tert-butoxycarbonylamino)-5-(trifluoromethyl)pyridine-2-carboxylic acid